C(C1=CC=CC=C1)S(=O)(=O)NC(=O)C=1N=NC(=CC1)N1CCN(CC1)C(C1=CC(=C(C=C1)Br)F)=O N-benzylsulfonyl-6-[4-(4-bromo-3-fluorobenzoyl)piperazin-1-yl]pyridazin-3-carboxamide